6-(4-hydroxytetrahydropyran-3-yl)-2-methyl-3-(4-pyrazol-1-yl-benzyl)-6,7-dihydro-pyrrolo[3,4-b]pyridin-5-one OC1C(COCC1)N1CC2=NC(=C(C=C2C1=O)CC1=CC=C(C=C1)N1N=CC=C1)C